6-((2-chloro-5,6-difluoro-1H-benzo[d]imidazol-1-yl)methyl)nicotinonitrile ClC1=NC2=C(N1CC1=NC=C(C#N)C=C1)C=C(C(=C2)F)F